tert-Butyl 4-((3-chloro-4-(pyridin-3-yloxy)phenyl)amino)-5,6-dihydropyrido[4',3':4,5]thieno[2,3-d]pyrimidine-7(8H)-carboxylate ClC=1C=C(C=CC1OC=1C=NC=CC1)NC=1C2=C(N=CN1)SC1=C2CCN(C1)C(=O)OC(C)(C)C